COC([C@@H](NC(=O)OC(C)(C)C)CSSC1=CC=CC=C1)=O N-(t-butyloxycarbonyl)-S-phenylthio-L-cysteine methyl ester